5-(2-fluoro-4-(phenylethynyl)phenoxy)-1H-1,2,3-triazole-4-carboxylic acid FC1=C(OC2=C(N=NN2)C(=O)O)C=CC(=C1)C#CC1=CC=CC=C1